C(\C=C\CCCCC=C)(=O)OCC Ethyl (E)-nona-2,8-dienoate